C1(=CC=C(\C=C\C)C=C1)OC TRANS-ANETHOLE